C(N)(=N)N1CCC(=CC1)C=1C=NC(=CC1)NC(C1=CC=C(C(=O)NC2=CC=C(C=C2)CNC(=N)N)C=C1)=O N-(1'-carbamimidoyl-1',2',3',6'-tetrahydro-[3,4']bipyridinyl-6-yl)-N'-(4-guanidinomethyl-phenyl)-terephthalamide